C(OC1=NC(=NN2C1=C(C=C2)C=2C=CC1=C(N(N=N1)CC(F)(F)F)C2)NC2CCC(CC2)(O)C)([2H])([2H])[2H] (1s,4s)-4-((4-(methoxy-d3)-5-(1-(2,2,2-trifluoroethyl)-1H-benzo[d][1,2,3]triazol-6-yl)pyrrolo[2,1-f][1,2,4]triazin-2-yl)amino)-1-methylcyclohexan-1-ol